C(C)(C)(C)OC(NC/C(=C\F)/CS(=O)(=O)C1=CC(=CC=C1)Cl)=O (E)-(2-(((3-chlorophenyl)sulfonyl)methyl)-3-fluoroallyl)-carbamic acid tert-butyl ester